C(C)(C)(C)OC(N[C@@H]1CN([C@H](CC1)C)CC1=CC=CC=C1)=O trans-(1-benzyl-6-methylpiperidin-3-yl)carbamic acid tert-butyl ester